Cl.CN[C@@H]1C[C@H](C2=CC(=CC=C12)C(F)(F)F)C (1R,3R)-N,3-dimethyl-5-(trifluoromethyl)-2,3-dihydro-1H-inden-1-amine hydrochloride